N2-Benzoyl-N5-(1-imino-2-chloroethyl)-L-ornithinamide C(C1=CC=CC=C1)(=O)N[C@@H](CCCNC(CCl)=N)C(=O)N